COCCNC(=O)N1[C@H]([C@]2(C[C@H]1C)NC(COC2)=O)CO[C@@H]2CC[C@@H](CC2)C2=CC=CC=C2 (1R,3R,5S)-N-(2-methoxyethyl)-3-methyl-7-oxo-1-({[(cis)-4-phenylcyclohexyl]oxy}methyl)-9-oxa-2,6-diazaspiro[4.5]decane-2-carboxamide